CC(CC(N1CCN(CC1)C1=NC=C(C=N1)C(F)(F)F)=O)NC(OC(C)(C)C)=O tert-Butyl N-[1-methyl-3-oxo-3-[4-[5-(trifluoromethyl)pyrimidin-2-yl]piperazin-1-yl] propyl]carbamate